CN1C[C@@H](CCC1)N1C=2C3=C(C=NN3CCC1)C(=NN2)C2=C(C=C(C=C2)C(F)(F)F)O (R)-2-(6-(1-methylpiperidin-3-yl)-6,7,8,9-tetrahydro-1,4,5,6,9a-pentaazabenzo[cd]azulen-3-yl)-5-(trifluoromethyl)phenol